BrC1=CC(=C(O[C@H](C(=O)[O-])C)C=C1)C1CCC1.[Na+] Sodium (S)-2-(4-bromo-2-cyclobutylphenoxy)propanoate